C(=O)(OC(C)(C)C)NCCCN(C(CC(C1=CC=CC=C1)C1=CC=CC=C1)=O)CCCNC(=O)OC(C)(C)C N,N-bis(3-(Boc-amino)propyl)3,3-diphenylpropanamide